tert-butyl 6-(3-oxa-9-azabicyclo[3.3.1]nonan-9-yl)quinoline-4-carboxylate C12COCC(CCC1)N2C=2C=C1C(=CC=NC1=CC2)C(=O)OC(C)(C)C